4-(4-amino-3-hydroxy-phenyl)piperidine-1-carboxylic acid tert-butyl ester C(C)(C)(C)OC(=O)N1CCC(CC1)C1=CC(=C(C=C1)N)O